O1C2=C(C=C1)C=C1CC(CC1=C2)N 6,7-dihydro-5H-indeno[5,6-b]furan-6-amine